ethyl 4-[2-(1-{[(tert-butoxycarbonyl)amino]methyl}cyclopropyl)acetamido]-1-methylimidazole-2-carboxylate C(C)(C)(C)OC(=O)NCC1(CC1)CC(=O)NC=1N=C(N(C1)C)C(=O)OCC